N-methylurea CNC(=O)N